FC=1C=C(C=CC1C1=C(C(=C(C(=C1)F)F)F)C)C1=CCC(CC1)C1OCC(CO1)CCC 2-[4-[3-fluoro-4-(2-methyl-3,4,5-trifluorophenyl)phenyl]cyclohex-3-en-1-yl]-5-propyl-1,3-dioxan